methyl-tertiary octylphenol CC=1C(=C(C=CC1)O)C(C)(C)CC(C)(C)C